FC(C1=CC=C(C=C1)N1N=NC(=C1COC1=CC=C(N=N1)N1CC(N(CC1)CC(F)(F)F)=O)C)F 4-(6-((1-(4-(Difluoromethyl)phenyl)-4-methyl-1H-1,2,3-triazol-5-yl)methoxy)pyridazine-3-yl)-1-(2,2,2-trifluoroethyl)piperazin-2-one